C(C)C(CCC(=O)C=1C(NN=NC1CCCCCC)=O)CC diethylhexyl-butyryl-triazinone